N1=C(C=CC2=CC=CC=C12)N[C@@H](C(C)C)C(=O)N[C@@H](CC(=O)OC)C(=O)C(OC1=C(C=CC=C1F)F)C(=O)C(C([C@@H](NC([C@@H](NC1=NC2=CC=CC=C2C=C1)C(C)C)=O)CC(=O)OC)=O)OC1=C(C=CC=C1F)F quinolyl-valyl-O-methylaspartyl-[2,6-difluorophenoxy]-methyl ketone